(3S)-1-(6-bromo-3-pyridyl)piperidin-3-amine BrC1=CC=C(C=N1)N1C[C@H](CCC1)N